acetyl phenyl ether C1(=CC=CC=C1)OC(C)=O